NC1(CCN(CC1)C=1C2=C(N=CN1)NC=C2)C(=O)N[C@@H](CCN2CCCC2)C2=CC=C(C=C2)Cl 4-amino-N-[(1S)-1-(4-chlorophenyl)-3-pyrrolidin-1-ylpropyl]-1-(7H-pyrrolo[2,3-d]pyrimidin-4-yl)piperidine-4-carboxamide